3-(5-tert-butyl-2H-pyrazol-3-yl)-urea C(C)(C)(C)C=1C=C(NN1)NC(N)=O